4-epoxycyclohexyl-3,4-epoxycyclohexyl formate C(=O)OC1CC2C(CC1)(O2)C21C(CCCC2)O1